FC(C1=CC(=NC=C1)C=1NC2=CC=C(C=C2C1)CC1(CC1)C(=O)O)(F)F 1-[[2-[4-(trifluoromethyl)-2-pyridyl]-1H-indol-5-yl]methyl]cyclopropanecarboxylic acid